4-(cyclohexylmethoxy)benzaldehyde C1(CCCCC1)COC1=CC=C(C=O)C=C1